ethyl 3-hydroxy-4-oxo-2,3,4,5,6,7-hexahydrofuro[3,2-c]pyridin-3-carboxylate OC1(COC2=C1C(NCC2)=O)C(=O)OCC